(4-(5-(isothiazol-4-yl)benzo[d]oxazol-2-yl)pyridin-2-yl)methylketone S1N=CC(=C1)C=1C=CC2=C(N=C(O2)C2=CC(=NC=C2)C(=O)C)C1